[Li+].CC=1C(=C2N(C(C1)=O)C(CS2)C(=O)[O-])C2=CC=CC=C2 7-methyl-5-oxo-8-phenyl-2,3-dihydro-5H-[1,3]thiazolo[3,2-a]pyridine-3-carboxylic acid, lithium salt